tert-Butyl-7-(3-((quinoxalin-6-ylmethyl)amino)pyridin-4-yl)-4,7-diazaspiro[2.5]octane C(C)(C)(C)C1CC12NCCN(C2)C2=C(C=NC=C2)NCC=2C=C1N=CC=NC1=CC2